2-(4-((2-iodo-1-(2,2,2-trifluoroethyl)-1H-indol-4-yl)amino)piperidin-1-yl)ethyl isobutyrate C(C(C)C)(=O)OCCN1CCC(CC1)NC1=C2C=C(N(C2=CC=C1)CC(F)(F)F)I